6-bromo-3-((1-methyl-1H-pyrazol-3-yl)methyl)benzo[d]isoxazole BrC1=CC2=C(C(=NO2)CC2=NN(C=C2)C)C=C1